((R)-2-(3-((1-(2-(4,4-dimethylpentyl)-5-methoxyphenyl)piperidin-4-yl)methoxy)phenyl)propyl)(methyl)phosphinic acid CC(CCCC1=C(C=C(C=C1)OC)N1CCC(CC1)COC=1C=C(C=CC1)[C@H](CP(O)(=O)C)C)(C)C